ethyl 4-(1-hydroxycyclobutyl)-3-oxobutyrate OC1(CCC1)CC(CC(=O)OCC)=O